sodium 2,2'-bipyridine-4,4'-dicarboxylic acid N1=C(C=C(C=C1)C(=O)O)C1=NC=CC(=C1)C(=O)O.[Na]